CC(CC1=NN=CN1C)(C)C=1C=C(C=CC1)N1C(C2=CC=CC(=C2C1)C(F)(F)F)=O 2-(3-(2-methyl-1-(4-methyl-4H-1,2,4-triazol-3-yl)propan-2-yl)phenyl)-4-(trifluoromethyl)isoindolin-1-one